FC=1C=CC=2N(C3=CC=C(C=C3C2C1)F)CC(CN1C(N(CC1)C(C)C)=O)O 1-(3-(3,6-difluoro-9H-carbazol-9-yl)-2-hydroxypropyl)-3-isopropyl-imidazolidin-2-one